(4aR,6R,7R,8R,8aR)-8-(4-(4-bromo-3,5-difluorophenyl)-1H-1,2,3-triazol-1-yl)-7-methoxy-2,2-dimethylhexahydropyrano[3,2-d][1,3]dioxine-6-carboxylic acid BrC1=C(C=C(C=C1F)C=1N=NN(C1)[C@@H]1[C@H]([C@@H](O[C@H]2[C@@H]1OC(OC2)(C)C)C(=O)O)OC)F